C1(=C(C(=CC2=CC3=CC=CC=C3C=C12)S(=O)(=O)[O-])S(=O)(=O)[O-])S(=O)(=O)[O-] anthracenetrisulfonate